COC(C(C)(C)N1N=CC(=C1)S(NC=1C=CC(=C2C(=CNC12)C#N)Cl)(=O)=O)=O Methyl-2-[4-[(4-chloro-3-cyano-1H-indol-7-yl)sulfamoyl]pyrazol-1-yl]-2-methyl-propanoat